2-(cyclohexen-1-yl)-7-(2-methoxy-4,6-dimethyl-phenyl)-1,8-naphthyridine C1(=CCCCC1)C1=NC2=NC(=CC=C2C=C1)C1=C(C=C(C=C1C)C)OC